ClC1=NC=C(C(=C1)C1=C(C=NC(=C1)C)C(=O)NC=1SC2=C(N1)CN(C2)C(=O)C2=NC(=C(N=C2)C(F)(F)F)OC)OC 2'-chloro-5'-methoxy-N-(5-(6-methoxy-5-(trifluoromethyl)pyrazine-2-carbonyl)-5,6-dihydro-4H-pyrrolo[3,4-d]thiazol-2-yl)-6-methyl-[4,4'-bipyridine]-3-carboxamide